ClC=1C(=NC2=CC=CC=C2N1)N1CC(CC1)C(C(=O)N)(C)C (1-(3-chloroquinoxalin-2-yl)pyrrolidin-3-yl)isobutyramide